COC1=C(CS(=O)(=O)C2=CC3=C(S\C(\C(N3)=O)=C/C3=C(C=C(C=C3)OC)OC)C=C2)C(=CC=C1)OC (Z)-6-((2,6-dimethoxybenzyl)sulfonyl)-2-(2,4-dimethoxybenzylidene)-2H-benzo[b][1,4]thiazin-3(4H)-one